BrC1=CC(=C(C=C1)C=COC)F 4-Bromo-2-fluoro-1-(2-methoxyvinyl)benzene